3-[3-(4-Fluoro-benzyl)-6-methyl-3H-imidazo[4,5-b]pyridin-2-yl]-N-(4-methoxy-benzyl)-propionamide FC1=CC=C(CN2C(=NC=3C2=NC=C(C3)C)CCC(=O)NCC3=CC=C(C=C3)OC)C=C1